4-((4-(3-amino-1H-indazol-5-yl)pyridine-2-yl)amino)-2-methylphenol NC1=NNC2=CC=C(C=C12)C1=CC(=NC=C1)NC1=CC(=C(C=C1)O)C